2-Amino-4-((S)-5-chloro-3-(((S)-2-(difluoromethylene)tetrahydro-1H-pyrrolizin-7a(5H)-yl)methoxy)-7,9-dihydrofuro[3,4-f]quinazolin-6-yl)benzo[b]selenophene-3-carbonitrile NC1=C(C2=C([Se]1)C=CC=C2C=2C1=C(C=3C=NC(=NC3C2Cl)OC[C@]23CCCN3CC(C2)=C(F)F)COC1)C#N